4-CYANO-2-THIOPHENEBORONIC ACID C(#N)C=1C=C(SC1)B(O)O